4-(4-(pyrrolidine-1-sulfonamido)phenyl)-1H-pyrrolo[2,3-b]pyridin N1(CCCC1)S(=O)(=O)NC1=CC=C(C=C1)C1=C2C(=NC=C1)NC=C2